4-bromo-1-(1,4-dioxaspiro[4.5]decan-8-yl)pyrazole BrC=1C=NN(C1)C1CCC2(OCCO2)CC1